tert-butyl 2-(8-oxo-7,8-dihydropyrazino[2,3-d]pyridazin-5-yl)acetate O=C1NN=C(C2=C1N=CC=N2)CC(=O)OC(C)(C)C